2'-Chloro-5-Methyltetrahydrofolate ClC1=C(C(N[C@@H](CCC(=O)[O-])C(=O)O)=O)C=CC(=C1)NCC1CNC=2N=C(N)NC(=O)C2N1C